ClC=1C=C2C(=CN1)NC(=C2)C2=C(C=CC=C2)OC 5-chloro-2-(2-methoxyphenyl)-1H-pyrrolo[2,3-c]pyridine